NCC=1C=NC(=NC1)C1=C(C=C(C#N)C=C1)OC1=NC(=NC(=C1)N1C(CCC1)=O)C 4-[5-(aminomethyl)pyrimidin-2-yl]-3-[2-methyl-6-(2-oxopyrrolidin-1-yl)pyrimidin-4-yl]oxybenzonitrile